FC(C(O)C=1NC=C(N1)CC1=C(C=NC=C1)F)(F)F 2,2,2-Trifluoro-1-(4-((3-fluoropyridin-4-yl)methyl)-1H-imidazol-2-yl)ethan-1-ol